1,2,3,6-tetrahydro-1,3-dimethyl-2,6-dioxo-N-(6-phenyl-3-pyridazinyl)-7H-purine-7-acetamide CN1C(N(C=2N=CN(C2C1=O)CC(=O)NC=1N=NC(=CC1)C1=CC=CC=C1)C)=O